C(C=C)OC(=O)N1C(CC(C1)N(CC)C(=O)OCCCC)C(=O)O 1-((allyloxy)carbonyl)-4-((r-butoxycarbonyl)(ethyl)amino)pyrrolidine-2-carboxylic acid